C12(CC(C1)C2)N2C(=NC1=C2C=CC=C1)C=1C(=C(C(=C(C1)OC)O)O)F 4-(1-(bicyclo[1.1.1]pentan-1-yl)-1H-benzo[d]imidazol-2-yl)-3-fluoro-6-methoxybenzene-1,2-diol